CC(CC)OCCOC(C)O (2-2-butoxyethoxy)ethanol